6-[4-(Dimethylamino)phenyl]-N-[(2S)-3-hydroxy-3-methylbutan-2-yl]-2-(1-methyl-1H-pyrazol-4-yl)-3-oxo-2,3-dihydropyridazine-4-carboxamide CN(C1=CC=C(C=C1)C=1C=C(C(N(N1)C=1C=NN(C1)C)=O)C(=O)N[C@@H](C)C(C)(C)O)C